2-[2-(1,1-Dimethyl-2-propenyl)-1H-indol-3-yl]-3,6-dihydroxy-5-[7-(3-methyl-2-butenyl)-1H-indol-3-yl]-2,5-cyclohexadiene-1,4-dione CC(C=C)(C)C=1NC2=CC=CC=C2C1C=1C(C(=C(C(C1O)=O)C1=CNC2=C(C=CC=C12)CC=C(C)C)O)=O